3-(5-(4-(2-(2-(2-aminoethoxy)ethoxy)ethyl)piperazin-1-yl)-1-oxoisoindolin-2-yl)piperidine-2,6-dione bis-hydrochloride salt Cl.Cl.NCCOCCOCCN1CCN(CC1)C=1C=C2CN(C(C2=CC1)=O)C1C(NC(CC1)=O)=O